FC1(CCN(CC1)C(C(C)C)=O)C=1C=C2C(=CC=NC2=CC1)N[C@H](C)C1=C(C(=CC=C1)C(F)(F)F)C (R)-1-(4-fluoro-4-(4-((1-(2-methyl-3-(trifluoromethyl)phenyl)ethyl)amino)quinolin-6-yl)piperidin-1-yl)-2-methylpropan-1-one